O1CCOC2=C1C=CC(=C2)N2C(NN=C2SC=2SC(=CN2)[N+](=O)[O-])=O 4-(2,3-Dihydro-1,4-benzodioxin-6-yl)-2,4-dihydro-5-[(5-nitro-2-thiazolyl)thio]-3H-1,2,4-triazol-3-one